O=C1N(CCC(N1)=O)C1=NN(C2=CC(=CC=C12)C1C(CN(CC1)CC(=O)O)(F)F)C 2-[4-[3-(2,4-dioxohexahydropyrimidin-1-yl)-1-methyl-indazol-6-yl]-3,3-difluoro-1-piperidinyl]acetic acid